O=C(CCOCC(C)C1=C2C=NNC(C2=CC=C1)=O)N1CCN(CC1)C1=NC=C(C=N1)C(F)(F)F 5-(1-(3-oxo-3-(4-(5-(trifluoromethyl)pyrimidin-2-yl)piperazin-1-yl)propoxy)propan-2-yl)phthalazin-1(2H)-one